ClC1=C(C(=CC(=C1)C#N)Cl)NC=1N(C2=NC(=NC=C2N1)N[C@H]1CN(CCC1)C1=CC=CC=C1)C1CCC(CC1)C(=O)N (1S,4s)-4-(8-(2,6-dichloro-4-cyanophenylamino)-2-((R)-1-phenylpiperidin-3-ylamino)-9H-purin-9-yl)cyclohexanecarboxamide